FC=1C=C(C=CC1C(=O)NC1=CN=C(N(C1=O)CC(=O)OC)C1=CC=CC=C1)C1=CC=CC=C1 Methyl 2-(5-(3-fluoro-[1,1'-biphenyl]-4-carboxamido)-6-oxo-2-phenylpyrimidin-1(6H)-yl)acetate